trimethyl-dihydroxyquinoline CC=1C(=C2C(=C(C(=NC2=CC1)O)O)C)C